C[C@H]([C@@H](C(=O)O)NC(=O)[C@H](CCC(=O)O)NC(=O)CNC(=O)[C@H](CCCCN)NC(=O)[C@@H]1CCCN1C(=O)CNC(=O)[C@H](CCC(=O)N)NC(=O)[C@H](CCC(=O)O)NC(=O)CNC(=O)[C@H](CC[C@H](CN)O[C@H]2[C@@H]([C@H]([C@H]([C@H](O2)CO)O)O)O)NC(=O)[C@H](CC3=CC=CC=C3)NC(=O)CNC(=O)[C@H](C)NC(=O)[C@H](CCC(=O)N)NC(=O)CN)O The molecule is a fifteen-membered glycopeptide comprising glycyl, glutaminyl, alanyl, glycyl, phenylalanyl, (5R)-5-(beta-D-galactopyranosyloxy)lysyl, glycyl. alpha-glutamyl, glutaminyl, glycyl, prolyl, lysyl, glycyl, alpha-glutamyl and threonine residues coupled in sequence.